OC1(CCNCC1)CNS(=O)(=O)C1=CC=CC=C1 N-((4-hydroxypiperidin-4-yl)methyl)benzenesulfonamide